2-(decanoyloxy)-1-[(2-heptylnonanoyl)oxy]-6-oxohexan-3-yl decanoate C(CCCCCCCCC)(=O)OC(C(COC(C(CCCCCCC)CCCCCCC)=O)OC(CCCCCCCCC)=O)CCC=O